FC(C=1C=C(C=CC1)C(C=C)=O)(F)F 1-(3-(trifluoromethyl)phenyl)prop-2-en-1-one